C(C1=CC=CC=C1)OC1=CC(=C(C(=O)OC2=C(C(=C(C(=O)O)C(=C2C)C)C)Cl)C(=C1)C)OC 4-((4-(benzyloxy)-2-methoxy-6-methylbenzoyl)oxy)-3-chloro-2,5,6-trimethylbenzoic acid